ClC=1C=NC(=NC1)NC1=C(C=C(C=C1)N1CCC(CC1)N1CCN(CC1)C)OC 5-chloro-N-(2-methoxy-4-(4-(4-methylpiperazin-1-yl)piperidin-1-yl)phenyl)pyrimidin-2-amine